O[C@H](CCC(=O)O)C[C@@H](CCCCCCCCCCCCC)O.C(C)(=O)O acetate ((2R,4R)-2,4-dihydroxyheptadecan-1-yl acetate)